S(=O)(=O)(C=1C=C(C=CC1)N1C(C=CC1=O)=O)C=1C=C(C=CC1)N1C(C=CC1=O)=O 1'-(sulfonylbis(3,1-phenylene))bis(1H-pyrrole-2,5-dione)